7-(N-methylacetamido)-1H-indazol CN(C(C)=O)C=1C=CC=C2C=NNC12